sodium (6-(4-chlorophenyl)-8-(1-methyl-1H-pyrazol-4-yl)-[1,2,4]triazolo[1,5-a]pyrazin-2-yl)-L-alaninate salt ClC1=CC=C(C=C1)C=1N=C(C=2N(C1)N=C(N2)N[C@@H](C)C(=O)[O-])C=2C=NN(C2)C.[Na+]